C(CCCCCCC)[Si](OC(C)=O)(OC(C)=O)OC(C)=O Octyltri-acetoxysilan